N-(4-(5-(bis(9,9-dimethyl-9H-fluoren-2-yl)amino)-1,3,3-trimethyl-2,3-dihydro-1H-inden-1-yl)phenyl)-N-(9,9-dimethyl-9H-fluorene-2-yl)-9,9-dimethyl-9H-fluoren-2-amine CC1(C2=CC=CC=C2C=2C=CC(=CC12)N(C=1C=C2C(CC(C2=CC1)(C)C1=CC=C(C=C1)N(C1=CC=2C(C3=CC=CC=C3C2C=C1)(C)C)C1=CC=2C(C3=CC=CC=C3C2C=C1)(C)C)(C)C)C1=CC=2C(C3=CC=CC=C3C2C=C1)(C)C)C